vinylterephthalate C(=C)C1=C(C(=O)[O-])C=CC(=C1)C(=O)[O-]